ClC=1N=C(N2N=C(N=CC21)NC2CCN(CC2)S(=O)(=O)C)C2(CCC2)C N-[5-chloro-7-(1-methylcyclobutyl)imidazo[4,3-f][1,2,4]triazin-2-yl]-1-methanesulfonylpiperidin-4-amine